butoxy-7-((5-methyl-6-morpholinopyridin-3-yl)methyl)imidazo[2,1-f][1,2,4]triazin-4-amine C(CCC)OC1=NN2C(C(=N1)N)=NC=C2CC=2C=NC(=C(C2)C)N2CCOCC2